2-((1r,4r)-4-(6-(benzenesulfonyl)-2-(thiazol-5-yl)imidazo[4,5-d]Pyrrolo[2,3-b]Pyridin-1(6H)-yl)cyclohexyl)acetonitrile C1(=CC=CC=C1)S(=O)(=O)N1C=CC=2C1=NC=C1C2N(C(=N1)C1=CN=CS1)C1CCC(CC1)CC#N